(S)-1-chloro-6,7-dihydro-8H-spiro[isoquinoline-5,4'-oxazolidine] ClC1=NC=CC2=C1CCC[C@]21NCOC1